C(#N)C1N(CSC1)C(CNC(=O)C1=CC=NC2=CC=C(C=C12)C=1C=NN(C1)C)=O N-(2-(4-Cyanothiazolidin-3-yl)-2-oxoethyl)-6-(1-methyl-1H-pyrazol-4-yl)quinoline-4-carboxamide